5,11-bis(2-butyloctyl)-dihydrothieno[2',3':4,5]pyrido[2,3-g]thieno[3,2-c]quinoline-4,10-dione C(CCC)C(CN1C(C2=C(C=3C=C4C(=CC13)C1=C(C(N4CC(CCCCCC)CCCC)=O)C=CS1)SCC2)=O)CCCCCC